diethylene glycol diPropyl ether C(CC)OCCOCCOCCC